dichlorobis[di-tert-butyl(p-dimethylaminophenyl)phosphino]palladium(II) Cl[Pd-2](P(C(C)(C)C)(C(C)(C)C)C1=CC=C(C=C1)N(C)C)(P(C1=CC=C(C=C1)N(C)C)(C(C)(C)C)C(C)(C)C)Cl